[Si](C1=CC=CC=C1)(C1=CC=CC=C1)(C(C)(C)C)OC[C@H]1N2CC(C[C@@]2(CC1)CO)=C ((5S,7aS)-5-(((tert-butyldiphenylsilyl)oxy)methyl)-2-methylenetetrahydro-1H-pyrrolizin-7a(5H)-yl)methanol